C(C)(=O)C1CCN(CC1)C1=CC(=C(C=C1)NC1=NC=C(C(=N1)NC=1C=C(C=CC1)NC(C=C)=O)C(F)(F)F)OC N-[3-[[2-[4-(4-acetylpiperidin-1-yl)-2-methoxy-phenylamino]-5-(trifluoromethyl)pyrimidin-4-yl]amino]phenyl]prop-2-enamide